2,6-Bis(aminomethyl)bicyclo-[2.2.1]-heptane NCC1C2C(CC(C1)C2)CN